C(#CCCCCCCCC)OC#CCCCCCCCC monodecynyl ether